1-(2-{[(2R,7aS)-2-fluoro-hexahydro-1H-pyrrolizin-7a-yl]methoxy}-7-(8-ethynyl-7-fluoro-3-hydroxynaphthalen-1-yl)-8-fluoroquinazolin-4-yl)piperidin-4-ol F[C@@H]1C[C@@]2(CCCN2C1)COC1=NC2=C(C(=CC=C2C(=N1)N1CCC(CC1)O)C1=CC(=CC2=CC=C(C(=C12)C#C)F)O)F